1,4-dimethoxy-2-nitrobenzene COC1=C(C=C(C=C1)OC)[N+](=O)[O-]